C(C1CO1)OC1C(CCCC1)(CO)CO glycidoxycyclohexanedimethanol